(E)-D-alanine N[C@H](C)C(=O)O